C1NC=CC2=CC=C(C=C12)C(=O)NO 1H-isoquinoline-7-carbohydroxamic acid